FC1=C(C=CC=C1)[C@H]1N(CC[C@H](C1)NC(=O)OCC[Si](C)(C)C)C(=O)OCC1=CC=CC=C1 |r| rac-benzyl (2S,4R)-2-(2-fluorophenyl)-4-(((2-(trimethylsilyl)ethoxy)carbonyl)amino)piperidine-1-carboxylate